2-Methyl-2-((trimethylsilyl)peroxy)cyclopentan-1-one CC1(C(CCC1)=O)OO[Si](C)(C)C